4-Fluoro-5-(1'-isobutyl-[1,4'-bipiperidin]-4-yl)-1-methyl-2-(4-(methylsulfonyl)phenyl)-1H-benzo[d]imidazol FC1=C(C=CC=2N(C(=NC21)C2=CC=C(C=C2)S(=O)(=O)C)C)C2CCN(CC2)C2CCN(CC2)CC(C)C